L-7-methoxycoumarin COC1=CC=C2C=CC(OC2=C1)=O